FC1(CCC(CC1)N1C(C(CC1)NC(C1=CN=C(C=C1N1CCC2(CC2)CC1)NS(=O)(=O)CCO)=O)=O)F N-(1-(4,4-difluorocyclohexyl)-2-oxopyrrolidin-3-yl)-6-((2-hydroxyethyl)sulfonamido)-4-(6-azaspiro[2.5]octan-6-yl)nicotinamide